4-nitrophenol tris(dimethylamino)sulfonium salt CN(C)[S+](N(C)C)N(C)C.[N+](=O)([O-])C1=CC=C(C=C1)O